C(C)(C)(C)OC(=O)N[C@H](C(=O)O)C(C)(C)C (2S)-2-(t-Butoxycarbonylamino)-3,3-dimethyl-butanoic acid